NCCCCC(OCC)(OCC)OCC aminopropyl-triethoxyethane